2-OXO-1,2-DIHYDROQUINOLIN-3-YLBORONIC ACID O=C1NC2=CC=CC=C2C=C1B(O)O